(S)-2-((((9H-fluoren-9-yl)methoxy)carbonyl)amino)-4-((3-methylpentan-3-yl)oxy)-4-oxobutanoic acid C1=CC=CC=2C3=CC=CC=C3C(C12)COC(=O)N[C@H](C(=O)O)CC(=O)OC(CC)(CC)C